N1(CCCC1)CC#CCCO 5-(1-pyrrolidinyl)-3-pentyne-1-ol